N[C@H](C(=O)NC(C(=O)N)CC=1C(NC2=CC=C(C=C2C1)C)=O)CC1=CC=CC=C1 (2S)-2-amino-N-(1-amino-3-(6-methyl-2-oxo-1,2-dihydroquinolin-3-yl)-1-oxopropan-2-yl)-3-phenylpropionamide